FC=1C=CC(=C(C1)C(CN1C(N(C(C2=C1SC(=C2C)N2N=CC=N2)=O)N(C(C(C)C)=O)C)=O)O)OC N-(1-(2-(5-fluoro-2-methoxyphenyl)-2-hydroxyethyl)-5-methyl-2,4-dioxo-6-(2H-1,2,3-triazole-2-yl)-1,4-dihydrothieno[2,3-d]pyrimidin-3(2H)-yl)-N-methylisobutyramide